2-(2-amino-[1,2,4]triazolo[1,5-a]pyridin-7-yl)-5-methyl-N-(3-phenylbutyl)isonicotinamide NC1=NN2C(C=C(C=C2)C=2C=C(C(=O)NCCC(C)C3=CC=CC=C3)C(=CN2)C)=N1